8-(2,6-difluoro-4-nitrophenoxy)-3-(2-methoxyethoxy)-1,5-naphthyridine FC1=C(OC=2C=CN=C3C=C(C=NC23)OCCOC)C(=CC(=C1)[N+](=O)[O-])F